(S)-4-(5-(3-((2-((S)-3-carboxybutanoyl)-4,7-dichloro-6-methoxyisoindolin-5-yl)oxy)propoxy)-6-methoxyisoindolin-2-yl)-2-methyl-4-oxobutanoic acid C(=O)(O)[C@H](CC(=O)N1CC2=C(C(=C(C(=C2C1)Cl)OCCCOC=1C=C2CN(CC2=CC1OC)C(C[C@@H](C(=O)O)C)=O)OC)Cl)C